1-(2-fluoro-4-(trifluoromethyl)phenyl)isoquinoline-3-carbonitrile FC1=C(C=CC(=C1)C(F)(F)F)C1=NC(=CC2=CC=CC=C12)C#N